6-chloro-1-(4,6-dimethoxy-5-pyrimidinyl)-7-(2-fluoro-6-hydroxyphenyl)-4-((2S)-2-methyl-4-(2-propenoyl)-1-piperazinyl)pyrido[2,3-d]pyrimidin-2(1H)-one ClC1=CC2=C(N(C(N=C2N2[C@H](CN(CC2)C(C=C)=O)C)=O)C=2C(=NC=NC2OC)OC)N=C1C1=C(C=CC=C1O)F